(S)-2-((5-ethoxypyridin-2-yl)oxy)-N-methylpropan-1-amine C(C)OC=1C=CC(=NC1)O[C@H](CNC)C